C(#N)CN(C(=O)C=1C=CC=2N(C1)C(=CN2)C=2C=CC(=NC2)NC(OC)=O)C2=CC(=C(C=C2)F)OC methyl N-[5-[6-[cyanomethyl-(4-fluoro-3-methoxy-phenyl) carbamoyl]imidazo[1,2-a]pyridin-3-yl]-2-pyridyl]carbamate